(3R,4S,5R,6R)-6-(Acetoxymethyl)-4-azidotetrahydro-2H-pyran-2,3,5-triyl triacetate (3R,4S,5R,6R)-6-(acetoxymethyl)-4-azidotetrahydro-2H-pyran-2,3,5-triyl-triacetate C(C)(=O)OC[C@H]1[C@@H]([C@H]([C@H](C(O1)CC(=O)O)CC(=O)O)N=[N+]=[N-])CC(=O)O.C(C)(=O)OC1O[C@@H]([C@@H]([C@@H]([C@H]1OC(C)=O)N=[N+]=[N-])OC(C)=O)COC(C)=O